C1(CC1)C1=CC=2N(C=C1NC(=O)N1CCC=3C1=NC=CC3N3CCN(CC3)C(=O)OC(C)(C)C)C=C(N2)C tert-butyl 4-(1-((7-cyclopropyl-2-methylimidazo[1,2-a]pyridin-6-yl)carbamoyl)-2,3-dihydro-1H-pyrrolo[2,3-b]pyridin-4-yl)piperazine-1-carboxylate